cobalt Dibromo[2,6-bis[4-(R)-phenyl-2-oxazolyl]pyridine] cobalt [Co].BrC=1C=C(C(=NC1C=1OC=C(N1)C1=CC=CC=C1)C=1OC=C(N1)C1=CC=CC=C1)Br.[Co]